OC1(CC(C1)C(=O)N1CC2(C1)CC(C2)CC2=CC=C1C(=N2)N(C=C1)C)C ((1s,3s)-3-Hydroxy-3-methylcyclobutyl)(6-((1-methyl-1H-pyrrolo[2,3-b]pyridin-6-yl)methyl)-2-azaspiro[3.3]heptan-2-yl)methanone